N[C@@H]1[C@@H](OCC12CCN(CC2)C=2C(=NC(=CN2)SC2=C(C(=NC=C2)N2CC(C2)CN)Cl)CO)C (3-((3S,4S)-4-amino-3-methyl-2-oxa-8-azaspiro[4.5]decan-8-yl)-6-(2-(3-(aminomethyl)azetidin-1-yl)-3-chloropyridin-4-ylthio)pyrazin-2-yl)methanol